N'-[(1E)-(2,6-dibromophenyl)(morpholin-4-yl)methylidene]benzenesulfonohydrazide BrC1=C(C(=CC=C1)Br)/C(=N\NS(=O)(=O)C1=CC=CC=C1)/N1CCOCC1